2-chloro-3-methoxycarbonylbicyclo[1.1.1]pentane-1-carboxylic acid ClC1C2(CC1(C2)C(=O)OC)C(=O)O